1-(5-chloro-9-oxo-xanthen-3-yl)pyrrolidine-3-carboxylic acid methyl ester COC(=O)C1CN(CC1)C=1C=CC=2C(C3=CC=CC(=C3OC2C1)Cl)=O